glycidyl 2,2,3,3,4,4,5,5-octafluoropentyl ether FC(COCC1CO1)(C(C(C(F)F)(F)F)(F)F)F